[N+](=O)([O-])CC(C1=C(NC2=CC=CC=C12)C1=CC=CC=C1)C=1SC=CC1B(O)O (2-(2-nitro-1-(2-phenyl-1H-indol-3-yl)ethyl)thiophen-3-yl)boronic acid